OC=1C(=CC2=CC=CC=C2C1)CO 3-Hydroxy-2-Naphthalenemethanol